3-(4-(1H-pyrazol-4-yl)phenyl)-8-ethyl-1-(3-methoxybenzyl)-1,3,8-triazaspiro[4.5]decan-2-one N1N=CC(=C1)C1=CC=C(C=C1)N1C(N(C2(C1)CCN(CC2)CC)CC2=CC(=CC=C2)OC)=O